BrC=1C=C(OC2=NC=C(C=C2)C(F)(F)F)C=CC1OC(F)F 2-(3-bromo-4-(difluoromethoxy)phenoxy)-5-(trifluoromethyl)pyridine